BrC1=C2C=NN(C2=CC=C1)CC(=O)OCC ethyl 2-(4-bromoindazol-1-yl)acetate